acryloylAmine C(C=C)(=O)N